FC=1C=C(C=CC1OC)C=1N=CC=NC1 5-(3-fluoro-4-methoxyphenyl)pyrazine